(1,3-benzoxazol-6-yl)methan-amine O1C=NC2=C1C=C(C=C2)CN